[Na].C#CCS(=O)(=O)O 1-propyne-3-sulfonic acid sodium